C1(CCC1)CNCC=1NC2=CC(=CC=C2C1)CN1N=NC(=C1)C1=C2C=NNC2=CC(=C1)[N+](=O)[O-] 1-cyclobutyl-N-((6-((4-(6-nitro-1H-indazol-4-yl)-1H-1,2,3-triazol-1-yl)methyl)-1H-indole-2-yl)methyl)methylamine